N-[(1S)-2-(6-fluoro-2,3-dimethyl-phenyl)-1-(2-oxo-3H-1,3,4-oxadiazol-5-yl)propyl]sulfamic acid (4-nitrophenyl) ester [N+](=O)([O-])C1=CC=C(C=C1)OS(N[C@@H](C(C)C1=C(C(=CC=C1F)C)C)C1=NNC(O1)=O)(=O)=O